N1CC(C1)C=1C=C2CCC(C2=CC1)N1CCC(CC1)C(=O)OC methyl 1-(5-(azetidin-3-yl)-2,3-dihydro-1H-inden-1-yl)piperidine-4-carboxylate